(E)-N-(2-fluorobenzyl)-3-(2-(pyridin-2-yl)vinyl)-1H-indazol-5-amine FC1=C(CNC=2C=C3C(=NNC3=CC2)\C=C\C2=NC=CC=C2)C=CC=C1